(R)-5-(3-aminopiperidin-1-yl)-N-(3-methoxy-4-morpholinophenyl)pyrazolo[1,5-a]pyrimidine-3-carboxamide N[C@H]1CN(CCC1)C1=NC=2N(C=C1)N=CC2C(=O)NC2=CC(=C(C=C2)N2CCOCC2)OC